[1,1'-biphenyl-3-yl]-4-chloro-6-phenyl-1,3,5-triazine C1(=CC(=CC=C1)C1=NC(=NC(=N1)Cl)C1=CC=CC=C1)C1=CC=CC=C1